CS(=O)(=O)N1CCC(CC1)N 1-(methanesulfonyl)piperidin-4-amine